C(C)(=O)C=1C(N(C(=CC1O)C)C1=C(C(=NC=C1Cl)Br)F)=O 3-acetyl-2'-bromo-5'-chloro-3'-fluoro-4-hydroxy-6-methyl-2H-[1,4'-bipyridin]-2-one